Methyl [3-[({1-[(3,4-dichlorophenyl)methyl]-5-methyl-1H-1,2,3-triazol-4-yl}carbonyl)amino]-4-(methyloxy)phenyl]acetate ClC=1C=C(C=CC1Cl)CN1N=NC(=C1C)C(=O)NC=1C=C(C=CC1OC)CC(=O)OC